p-chlorobenzoyl-cinnamaldehyde oxime ClC1=CC=C(C=C(C=NO)C(C2=CC=CC=C2)=O)C=C1